1-[(4-benzylmorpholin-2-yl)methyl]piperidin C(C1=CC=CC=C1)N1CC(OCC1)CN1CCCCC1